benzyl 4-(7-((4-methyl-3-(methylsulfonyl)benzamido)methyl)-1,6-naphthyridin-2-yl)piperazine-1-carboxylate CC1=C(C=C(C(=O)NCC2=NC=C3C=CC(=NC3=C2)N2CCN(CC2)C(=O)OCC2=CC=CC=C2)C=C1)S(=O)(=O)C